cyclooctanecarboxamide C1(CCCCCCC1)C(=O)N